N[C@H]1C(N(C2=C(C=CC=C2C1)OC1CCCCC1)C)=O (3R)-3-amino-8-(cyclohexyloxy)-1-methyl-1,2,3,4-tetrahydroquinolin-2-one